6-fluoro-5-(4-((8-(2-fluorophenoxy)-2-methyl-3-oxo-3,4-dihydroquinoxalin-6-yl)methyl)piperazin-1-yl)-N-methylpyridinecarboxamide FC1=C(C=CC(=N1)C(=O)NC)N1CCN(CC1)CC=1C=C2NC(C(=NC2=C(C1)OC1=C(C=CC=C1)F)C)=O